propylene glycol glycerate diacrylate C(C=C)(=O)O.C(C=C)(=O)O.C(C(O)CO)(=O)O.C(C(C)O)O